2-[2-(2-chloro-5-iodo-pyrimidin-4-yl)oxy-3-fluoro-4-pyridyl]-1,5,6,7-tetrahydropyrrolo[3,2-c]pyridin-4-one ClC1=NC=C(C(=N1)OC1=NC=CC(=C1F)C1=CC=2C(NCCC2N1)=O)I